4-((4-((2,4-diaminopyrimidin-5-yl)oxy)-5-isopropylpyridin-2-yl)ethynyl)benzonitrile NC1=NC=C(C(=N1)N)OC1=CC(=NC=C1C(C)C)C#CC1=CC=C(C#N)C=C1